FC(C(=O)O)(F)F.FC1=CC=2N(C=C1NC(=O)N1CCC=3C1=NC=CC3N3C[C@H](CC3)NC)C=C(N2)C (S)-N-(7-fluoro-2-methylimidazo[1,2-a]pyridin-6-yl)-4-(3-(methylamino)pyrrolidin-1-yl)-2,3-dihydro-1H-pyrrolo[2,3-b]pyridine-1-carboxamide 2,2,2-trifluoroacetate